C(C1=CC=CC=C1)OC1=CC(=CC=2OC(OC(C21)=O)(C)C)OCC 5-(benzyloxy)-7-ethoxy-2,2-dimethyl-4H-benzo[d][1,3]dioxin-4-one